NC1=NN2C(C=C(C=C2)C=2C=C3C(=CN(C3=CC2)C)C(=O)N2[C@@H](CCC2)C2=CC=C(C=C2)F)=N1 (S)-(5-(2-amino-[1,2,4]triazolo[1,5-a]pyridin-7-yl)-1-methyl-1H-indol-3-yl)(2-(4-fluorophenyl)pyrrolidin-1-yl)methanone